1-benzyl 2-methyl 2-(2-(epoxypropan-2-yl)ethyl)pyrrolin-1,2-diformate CC1(CO1)CCC1(N(CCC1)C(=O)OCC1=CC=CC=C1)C(=O)OC